FC1([C@@H]([C@H](CCC1)C1=NOC(=N1)C(C)C)N)F (1r,6s)-2,2-difluoro-6-[5-(propan-2-yl)-1,2,4-oxadiazol-3-yl]cyclohexan-1-amine